C(C)(C)(C)OC(=O)N1[C@@H]2CN([C@H](C1)C2)C2=NC=C(C=C2)C=2C=1N(C=C(C2)OCC)N=CC1C#N (1S,4S)-5-(5-(3-cyano-6-ethoxypyrazolo[1,5-a]pyridin-4-yl)pyridin-2-yl)-2,5-diazabicyclo[2.2.1]heptane-2-carboxylic acid tert-butyl ester